79-((2,5-dioxopyrrolidin-1-yl)oxy)-79-oxo-4,7,10,13,16,19,22,25,28,31,34,37,40,43,46,49,52,55,58,61,64,67,70,73,76-pentacosaoxanonaheptacontanoic acid O=C1N(C(CC1)=O)OC(CCOCCOCCOCCOCCOCCOCCOCCOCCOCCOCCOCCOCCOCCOCCOCCOCCOCCOCCOCCOCCOCCOCCOCCOCCOCCC(=O)O)=O